ClC1=CC2=C(C=N1)C=C(N2COCC[Si](C)(C)C)C2=NC=NC(=C2)C 6-chloro-2-(6-methylpyrimidin-4-yl)-1-((2-(trimethylsilyl)ethoxy)methyl)-1h-pyrrolo[3,2-c]Pyridine